C(C)(C)(C)OC(=O)N1C[C@H]([C@@H](CC1)NC(=O)OCC1=CC=CC=C1)O (3r,4r)-4-{[(benzyloxy)carbonyl]amino}-3-hydroxypiperidine-1-carboxylic acid tert-butyl ester